BrC1=CC(=C2C(=NNC2=C1)I)C(C)(F)F 6-bromo-4-(1,1-difluoroethyl)-3-iodo-1H-indazole